C(C)OC(=O)C1=C(OC2=C1C=C(C=C2)O)C2=CC(=CC=C2)Br 2-(3-bromophenyl)-5-hydroxybenzofuran-3-carboxylic acid ethyl ester